tert-butyl 4-(4-(3-(4-chlorobenzyl) ureido)benzyl)-2-methyl-5-oxopiperazine-1-carboxylate ClC1=CC=C(CNC(NC2=CC=C(CN3CC(N(CC3=O)C(=O)OC(C)(C)C)C)C=C2)=O)C=C1